COC1=CC=C2C(C(=COC2=C1)CCC1COC2=CC(=CC=C2C1=O)OC)=O 7-Methoxy-3-(2-(7-methoxy-4-oxochroman-3-yl)ethyl)-4H-chromen-4-one